(2S,6R)-2-hydroxy-6-isopropylamino-2-methyl-6-(4-(trifluoromethyl)phenyl)cyclohexan-1-one O[C@@]1(C([C@@](CCC1)(C1=CC=C(C=C1)C(F)(F)F)NC(C)C)=O)C